FCC(C1=CC=CC2=CC=CC=C12)C=1C(=C(C(=O)N)C=C(C1)[N+](=O)[O-])C (2-Fluoro-1-(naphthalen-1-yl)ethyl)-2-methyl-5-nitrobenzamide